F[C@@H]1[C@@H](CN(C1)C([C@@](C(F)(F)F)(C)O)=O)N1C(C=2C=CC=NC2CC1)=O 6-((3R,4S)-4-fluoro-1-((R)-3,3,3-trifluoro-2-hydroxy-2-methylpropanoyl)pyrrolidin-3-yl)-7,8-dihydro-1,6-naphthyridin-5(6H)-one